(t-butyldimethylsilyl)(2-dibutylamino-1,1-diethyl-ethyl)-amine [Si](C)(C)(C(C)(C)C)NC(CN(CCCC)CCCC)(CC)CC